(R)-3-chloro-1-(3-fluorophenyl)propane ClCCCC1=CC(=CC=C1)F